COC1=CC=C2C(=CC=NC2=C1)OC1CCN(CC1)C(=O)OC(C)(C)C tert-butyl 4-[(7-methoxy-4-quinolyl)oxy]piperidine-1-carboxylate